OC=1C=C(C=CC1OC)/C=C/C(=O)C1=C(C=C(C=C1OC)O[C@H]1O[C@H]([C@@H]([C@H]([C@@H]1O)O)O)CO[C@@H]1OC[C@H](CC1)O)O (E)-3-(3-Hydroxy-4-methoxyphenyl)-1-[2-hydroxy-6-methoxy-4-[(2R,3S,4R,5R,6S)-3,4,5-trihydroxy-6-[[(2S,5S)-5-hydroxyoxan-2-yl]oxymethyl]oxan-2-yl]oxyphenyl]prop-2-en-1-one